CN1CC(CC1)OS(=O)(=O)C1=CC=C(C=C1)C 1-methylpyrrolidin-3-yl-4-methylbenzenesulfonate